CC1=C(C(=CC=C1)C)N1C(C=C(C2=CC(=C(C=C12)C1=C(C=C(C=C1)OC)F)F)N1CCN(CC1)C(=O)NCCOCCOC)=O 4-(1-(2,6-dimethylphenyl)-6-fluoro-7-(2-fluoro-4-methoxyphenyl)-2-oxo-1,2-dihydroquinolin-4-yl)-N-(2-(2-methoxyethoxy)ethyl)piperazine-1-carboxamide